tert-butyl (R)-3,4-dichloro-1-(2,2-dimethylpyrrolidin-1-yl)-12-oxo-6a,7,9,10-tetrahydro-6H-pyrazino[2,1-c]pyrido[3,4-f][1,4]oxazepine-8(12H)-carboxylate ClC1=C(C2=C(C(N3[C@@H](CO2)CN(CC3)C(=O)OC(C)(C)C)=O)C(=N1)N1C(CCC1)(C)C)Cl